FC=1C(=C(C(=C2C(=C(C(=C(C12)[B-](C1=C(C(=C(C2=C(C(=C(C(=C12)F)F)F)F)F)F)F)(C1=C(C(=C(C2=C(C(=C(C(=C12)F)F)F)F)F)F)F)C1=C(C(=C(C2=C(C(=C(C(=C12)F)F)F)F)F)F)F)F)F)F)F)F)F.C[NH+](C1=CC=C(C=C1)OCCCCCCCCCCCCCCCCCC)CCCCCCCCCCCCCCCCCC N-methyl-N-octadecyl-4-(octadecyloxy)anilinium [tetrakis(heptafluoronaphthalenyl) borate]